N-[2-[(3,5-dichloro-2-pyridinyl)amino]ethyl]-2-[(4-thiazolylmethyl)thio]-benzamide ClC=1C(=NC=C(C1)Cl)NCCNC(C1=C(C=CC=C1)SCC=1N=CSC1)=O